C(=O)(OC(C)(C)C)N1C(CCCC1)(C(=O)O)C 1-Boc-2-methylpipecolinic acid